C(C)C(C1CCCO1)O ethyl-tetrahydrofurfuryl alcohol